3-(2,3-difluorophenyl)-5-[(dimethylamino)methylidene]-3-methyl-1-phenylpiperidin-4-one FC1=C(C=CC=C1F)C1(CN(CC(C1=O)=CN(C)C)C1=CC=CC=C1)C